(S)-3-(1,4-Dimethyl-1H-benzo[d][1,2,3]triazol-5-yl)-3-(3-(((R)-2-ethyl-9-fluoro-2,3-dihydropyrido[3,4-f][1,4]oxazepin-4(5H)-yl)methyl)-4-methylphenyl)-2,2-dimethylpropanoic acid CN1N=NC2=C1C=CC(=C2C)[C@@H](C(C(=O)O)(C)C)C2=CC(=C(C=C2)C)CN2C[C@H](OC1=C(C2)C=NC=C1F)CC